O=C1NC(CC[C@@H]1N1C(C2=CC=C(C=C2C1)C(=O)N)=O)=O (S)-(2,6-dioxopiperidin-3-yl)-1-oxoisoindoline-5-carboxamide